ClC1=CC=C(S1)COC1=C(C(=NN1C(=O)C=1OC=CC1)C1N(CCNC1C)C(C(C)(C)C)=O)OC 1-(2-{5-[(5-chlorothiophen-2-yl)methoxy]-1-(furan-2-carbonyl)-4-methoxy-1H-pyrazol-3-yl}-3-methylpiperazin-1-yl)-2,2-dimethylpropan-1-one